FC(OC1=NC=2N(C=C1)C(=NN2)[C@@H]2C[C@@H](CCC2)NC2=NC=C(C(=N2)OC2COC2)C(F)(F)F)F N-[(1R,3S)-3-[7-(difluoromethoxy)-[1,2,4]triazolo[4,3-a]pyrimidin-3-yl]cyclohexyl]-4-(oxetan-3-yloxy)-5-(trifluoromethyl)pyrimidin-2-amine